((5-fluoro-2-methyl-3-oxo-3,4-dihydroquinolin-6-yl)methyl)-N-methyl-1',2',3',6'-tetrahydro-[3,4'-bipyridine]-6-carboxamide FC1=C2CC(C(=NC2=CC=C1CC1=NC(=CC=C1C=1CCNCC1)C(=O)NC)C)=O